ClC=1NC(C2=C(N1)N(N=C2)C2CCCCC2)=O 6-chloro-1-cyclohexyl-1,5-dihydro-4H-pyrazolo[3,4-d]pyrimidin-4-one